N-(4-Bromophenyl)-3-(dimethylamino)pyrrolidine-1-carboxamide BrC1=CC=C(C=C1)NC(=O)N1CC(CC1)N(C)C